C(C)(=O)OCC1=C(C=C(C(=O)OC)C=C1C(F)(F)F)B1OC(C(O1)(C)C)(C)C methyl 4-(acetoxymethyl)-3-(4,4,5,5-tetramethyl-1,3,2-dioxaborolan-2-yl)-5-(trifluoromethyl)benzoate